C(#N)[C@H]1N(CC(C1)(F)F)C(=O)[C@@H]1C[C@H](C(N1)=O)CC(=O)N1CC2=CC=C(C=C2C1)C(=O)NCCOCCOCCC(=O)N[C@@H](CC1=CC=C(C=C1)O)C(=O)O (3-(2-(2-(2-(2-((3S,5S)-5-((S)-2-cyano-4,4-difluoropyrrolidine-1-carbonyl)-2-oxopyrrolidin-3-yl)acetyl)isoindoline-5-carboxamido)ethoxy)ethoxy)propanoyl)-L-tyrosine